4-(2-((6-Chloropyrimidin-4-yl)amino)thiazol-5-yl)piperazine-1-carboxylic acid tert-butyl ester C(C)(C)(C)OC(=O)N1CCN(CC1)C1=CN=C(S1)NC1=NC=NC(=C1)Cl